N-(3-(difluoromethyl)-1-(piperidin-4-yl)-1H-pyrazol-4-yl)-5-(2-oxo-6-azaspiro[3.3]heptan-6-yl)pyrazolo[1,5-a]pyrimidine-3-carboxamide FC(C1=NN(C=C1NC(=O)C=1C=NN2C1N=C(C=C2)N2CC1(CC(C1)=O)C2)C2CCNCC2)F